2-(((S)-1-(1H-tetrazol-1-yl)propan-2-yl)oxy)-4-(2-((3-((2,5,8,11,14-pentaoxaheptadecan-17-yl)oxy)-1-((1r,4r)-4-morpholinocyclohexyl)-1H-pyrazol-4-yl)amino)pyrimidin-5-yl)benzonitrile N1(N=NN=C1)C[C@H](C)OC1=C(C#N)C=CC(=C1)C=1C=NC(=NC1)NC=1C(=NN(C1)C1CCC(CC1)N1CCOCC1)OCCCOCCOCCOCCOCCOC